tert-butyl 6-(benzyloxy)-8-fluoro-4-oxo-7-(2,2,2-trifluoroacetylamino)-3,4-dihydroisoquinoline-2(1H)-carboxylate C(C1=CC=CC=C1)OC=1C=C2C(CN(CC2=C(C1NC(C(F)(F)F)=O)F)C(=O)OC(C)(C)C)=O